(R)-2-methoxy-2-(4-(3-(1-methyl-1H-indol-3-yl)-1H-pyrazol-1-yl)-6-morpholinopyrimidin-2-yl)ethan-1-ol CO[C@@H](CO)C1=NC(=CC(=N1)N1N=C(C=C1)C1=CN(C2=CC=CC=C12)C)N1CCOCC1